fluorosulfonyl(trifluoromethylsulfonyl)amide potassium salt [K+].FS(=O)(=O)[N-]S(=O)(=O)C(F)(F)F